COC1=CC=C(C=C1)CC(C)(C)N 1-(4-methoxyphenyl)-2-methyl-2-propylamine